N-methyl-N-(2-methyl-4-oxopent-2-yl)nitrosamide CN(N=O)C(C)(CC(C)=O)C